Cl.ClC=1C=CC(=C(CNCC(C)(N)C)C1)OCC N1-(5-chloro-2-ethoxybenzyl)-2-methylpropane-1,2-diamine hydrochloride